C[C@@H]1N(C2=CC=CC=C2[C@@H](C1)NC1=CC=C(C=C1)NC([C@@H](C)NC(OC(C)(C)C)=O)=O)C(CC)=O |o1:1,9| tert-butyl {(R)-1-[(4-{[(2S*,4R*)-2-methyl-1-propionyl-1,2,3,4-tetrahydroquinolin-4-yl]amino}phenyl)amino]-1-oxopropan-2-yl}carbamate